C1(CCCC1)NC=1C2=C(N=C(N1)OCC(C)O)N(C=C2)[C@H]2[C@@H]([C@@H]([C@@H](O2)C(OC)P(O)(O)=O)O)O [(2R,3S,4R,5R)-5-[4-(cyclopentylamino)-2-(2-hydroxypropoxy)-pyrrolo[2,3-d]pyrimidin-7-yl]-3,4-dihydroxy-tetrahydrofuran-2-yl]-methoxymethylphosphonic acid